COC(=O)[C@@H]1OC2=CC=C(C=C2CC1)F |r| (+/-)-6-fluoro-chroman-2-carboxylic acid methyl ester